ClC1=CC=C2C(=C(NC2=C1)C(=O)N1CCC(CC1)C=1C=C2CN(C(C2=CC1)=O)C1C(NC(CC1)=O)=O)C 3-(5-(1-(6-chloro-3-methyl-1H-indole-2-carbonyl)piperidin-4-yl)-1-oxoisoindolin-2-yl)piperidine-2,6-dione